C(CCC)C(C[Sn](C)(C)C)CCCCCC 2-butyl-octyl-trimethyl-tin